N1C(=NC2=C1C=CC=C2)NC(CCC(=O)NC)C2=CC(=CC=C2)C(F)(F)F (+)-4-[(1H-1,3-benzodiazol-2-yl)amino]-N-methyl-4-[3-(trifluoromethyl)phenyl]butanamide